COCCC1=CN(C=2N=CN=C(C21)N[C@@H]2CC[C@@H](N(C2)C(=O)OCC2=CC=CC=C2)C)S(=O)(=O)C2=CC=C(C)C=C2 (2S,5R)-benzyl 5-((5-(2-methoxyethyl)-7-tosyl-7H-pyrrolo[2,3-d]pyrimidin-4-yl)amino)-2-methylpiperidine-1-carboxylate